C(C=C)C1=CC=CCCCC1 allyl-(cyclooctadiene)